C(=O)C1=CC=C(C=C1)C1=CC(=NC=C1)C1=NC(=CC=C1)C1=NC=CC=C1 4-(4-formylphenyl)-2,2':6',2''-terpyridine